C(C)C1(COC1)COC1=CC(=CC=C1)OCC1(COC1)CC 1,3-Bis[(3-ethyloxetan-3-yl)methoxy]benzene